(1s,3s)-N-{4-methoxy-[1,3]thiazolo[5,4-c]pyridin-2-yl}-3-{[7-(5-methyl-1,2,4-oxadiazol-3-yl)isoquinolin-1-yl]amino}cyclobutane-1-carboxamide COC1=NC=CC2=C1SC(=N2)NC(=O)C2CC(C2)NC2=NC=CC1=CC=C(C=C21)C2=NOC(=N2)C